ClC1=C(C=C(C=C1)C(CN(C(OC(C)(C)C)=O)CCC)C1=CC=CC=C1)B1OC(C(O1)(C)C)(C)C tert-Butyl (2-(4-chloro-3-(4,4,5,5-tetramethyl-1,3,2-dioxaborolan-2-yl)phenyl)-2-phenylethyl)(propyl)carbamate